isopropyl thiocarbonate C(OC(C)C)([O-])=S